C(C)OC(CCN(C#N)C1=CC=C(C=C1)C1CCN(CC1)C(=O)OC(C)(C)C)=O tert-Butyl 4-(4-(N-(3-ethoxy-3-oxopropyl)cyanamido)phenyl)piperidine-1-carboxylate